5-(9-(4-amino-5-methoxy-2-(1-methyl-1H-pyrazol-4-yl)phenyl)-3,9-diazaspiro[5.5]undecan-3-yl)-2-(2,6-dioxopiperidin-3-yl)isoindoline-1,3-dione NC1=CC(=C(C=C1OC)N1CCC2(CCN(CC2)C=2C=C3C(N(C(C3=CC2)=O)C2C(NC(CC2)=O)=O)=O)CC1)C=1C=NN(C1)C